CC1NCC(CC1)CC 2-methyl-5-ethylpiperidin